C(CNC(CCCCCCCCCCCCCCCCCCCCC)=O)NC(CCCCCCCCCCCCCCCCCCCCC)=O N,N'-ethyleneBisbehenic acid amide